3-(((1R)-1-(2-(3-azabicyclo[3.1.0]hexan-3-yl)-3,6-dimethyl-4-oxo-3,4-dihydroquinazolin-8-yl)ethyl)amino)-6-cyanopicolinic acid C12CN(CC2C1)C1=NC2=C(C=C(C=C2C(N1C)=O)C)[C@@H](C)NC=1C(=NC(=CC1)C#N)C(=O)O